C(C)(C)(C)OC(=O)NCCCC[C@H](N)C(=O)N N6-(tert-butoxycarbonyl)-L-lysinamide